(S)-2-[6-chloro-2-(1-cyclopropyl-3-methyl-1H-pyrazole-4-carbonyl)-1,2,3,4-Tetrahydroisoquinolin-8-yl]pyrrolidine-1-carboxylic acid tert-butyl ester C(C)(C)(C)OC(=O)N1[C@@H](CCC1)C=1C=C(C=C2CCN(CC12)C(=O)C=1C(=NN(C1)C1CC1)C)Cl